2-[2-(1,1-difluoroethyl)-4-methylpyrimidin-5-yl]sulfonyl-6-[(1S)-1-[(3S)-oxolan-3-yl]ethyl]-2,6-diazaspiro[3.3]heptane FC(C)(F)C1=NC=C(C(=N1)C)S(=O)(=O)N1CC2(C1)CN(C2)[C@@H](C)[C@H]2COCC2